FC=1C(=C(N2N=C(N=CC21)N[C@H]2[C@@H](COCC2)O)[C@@H](C(F)(F)F)C)C(F)(F)F (3S,4R)-4-((5-fluoro-6-(trifluoromethyl)-7-((S)-1,1,1-trifluoropropan-2-yl)pyrrolo[2,1-f][1,2,4]triazin-2-yl)amino)tetrahydro-2H-pyran-3-ol